C[C@@H]1N(CC1)C=1N=C(C2=C(N1)CCC2)C=2C=C(C(=O)N)C=C(C2)[N+](=O)[O-] (S)-3-(2-(2-methylazetidin-1-yl)-6,7-dihydro-5H-cyclopenta[d]pyrimidin-4-yl)-5-nitrobenzamide